(S)-6-(((1-([1,1'-bi(cyclopropan)]-1-yl)-1H-1,2,3-triazol-4-yl)(6-fluoro-2-methylpyridin-3-yl)methyl)amino)-4-(neopentylamino)quinoline-3,8-dicarbonitrile C1(CC1)(C1CC1)N1N=NC(=C1)[C@H](C=1C(=NC(=CC1)F)C)NC=1C=C2C(=C(C=NC2=C(C1)C#N)C#N)NCC(C)(C)C